N1CCOCC1C1=CC=C(S1)C=O 5-(5-morpholinyl)thiophene-2-carbaldehyde